(2,3-dihydro-1H-inden-4-yl)-6-methoxy-1-(4-methoxybenzyl)-3-(6-(piperidin-4-yl)pyridin-3-yl)-1H-pyrazolo[4,3-b]pyridine C1CCC2=C(C=CC=C12)C1=C(C=C2C(=N1)C(=NN2CC2=CC=C(C=C2)OC)C=2C=NC(=CC2)C2CCNCC2)OC